C=CCCCCCCCC.[C] carbon decaene